3-[(3,4-Difluorophenyl)sulfanyl]-N-hydroxypyridazine-4-carboxamide FC=1C=C(C=CC1F)SC=1N=NC=CC1C(=O)NO